Cl.C[C@@H]1NCCC(C1)=O (2S)-2-methylpiperidin-4-one hydrochloride